NC1(N(C(C2=CC=C(C=C12)OC)=O)OC)COC1=CC=CC=C1 3-amino-2,5-dimethoxy-3-(phenoxymethyl)isoindolin-1-one